ClC1=C(C=C(C=C1)F)C1NC(C=2C1=C(C=C1CN(C(NC21)=O)CC(F)F)C2=C(C(=O)N)C=C(C=C2F)C(F)(F)F)=O (7-(2-chloro-5-fluorophenyl)-3-(2,2-difluoroethyl)-2,9-dioxo-2,3,4,7,8,9-hexahydro-1H-pyrrolo[3,4-H]quinazolin-6-yl)-3-fluoro-5-(trifluoromethyl)benzamide